di(4-octyl) phosphate P(=O)(OC(CCC)CCCC)(OC(CCC)CCCC)[O-]